C(C)N(CCOCC(=O)N(CCCCC)C)CC 2-[2-(diethylamino)ethoxy]-N-methyl-N-pentyl-acetamide